2-[4-(4-fluorophenoxy)phenyl]-7-(piperazin-1-yl)-4,5,6,7-tetrahydro-2H-pyrazolo[4,3-b]pyridine-3-carboxamide FC1=CC=C(OC2=CC=C(C=C2)N2N=C3C(NCCC3N3CCNCC3)=C2C(=O)N)C=C1